COC1=NC=C(C(=N1)OC)C=1C=C(C=2N(N1)C=CN2)N2C(CC2)C2=CC=CC=C2 6-(2,4-dimethoxypyrimidin-5-yl)-8-(2-phenylazetidin-1-yl)imidazo[1,2-b]pyridazine